N(=[N+]=[N-])C[C@H]1N(CCC1)C1=NC(=NC=C1)N[C@@H](C)C1=CC=CC=C1 4-((S)-2-(azidomethyl)pyrrolidin-1-yl)-N-((S)-1-phenylethyl)pyrimidin-2-amine